5-bromo-3-chloro-8-oxatricyclo[7.4.0.02,7]tridec-1(9),2,4,6,10,12-hexa-ene BrC1=CC(=C2C=3C=CC=CC3OC2=C1)Cl